B(O)(O)C1=CC=C(C2=CC=CC=C12)C(=O)O 4-borononaphthalene-1-carboxylic acid